Natrium (S)-3-(3-(6-Methoxypyridazin-3-yl)phenyl)-3-(3-(1-methyl-4-oxido-2-oxo-1,2-dihydropyridin-3-yl)ureido)propanoat COC1=CC=C(N=N1)C=1C=C(C=CC1)[C@H](CC(=O)[O-])NC(=O)NC=1C(N(C=CC1[O-])C)=O.[Na+].[Na+]